[6-(2-Chloropyrimidin-4-yl)-1-oxo-2,3-dihydro-1H-isoindol-2-yl]acetic acid tert-butyl ester C(C)(C)(C)OC(CN1C(C2=CC(=CC=C2C1)C1=NC(=NC=C1)Cl)=O)=O